The molecule is the carbohydrate acid derivative anion formed from beta-D-GlcA3S-(1->3)-beta-D-Gal-(1->4)-D-GlcNAc by loss of two protons, one from each of its sulfo and carboxy groups. It is a carbohydrate acid derivative anion and an organosulfate oxoanion. It is a conjugate base of a beta-D-GlcA3S-(1->3)-beta-D-Gal-(1->4)-D-GlcNAc. CC(=O)N[C@@H]1[C@H]([C@@H]([C@H](OC1O)CO)O[C@H]2[C@@H]([C@H]([C@H]([C@H](O2)CO)O)O[C@H]3[C@@H]([C@H]([C@@H]([C@H](O3)C(=O)[O-])O)OS(=O)(=O)[O-])O)O)O